(E)-1-(4-Pyridinyl)-3-[7-(trifluoromethyl)-2-quinolinyl]-2-propen-1-one N1=CC=C(C=C1)C(\C=C\C1=NC2=CC(=CC=C2C=C1)C(F)(F)F)=O